SC1=C(C=CC=C1)OC mercaptoanisol